2-(hydroxymethyl)isonicotinic acid OCC=1C=C(C(=O)O)C=CN1